C(C)(C)(C)NC1=NC=C(C(=N1)N)CC1=C(C=C(C(=C1)OC)OC)C(C)C N2-tert-Butyl-5-(2-isopropyl-4,5-dimethoxy-benzyl)-pyrimidine-2,4-diamine